C=1N=CN2C1C=NC=C2 Z-imidazo[1,5-a]pyrazine